C(C)[Si](OCCC1=CC=C(C=C1)O)(CC)CC 4-(2-(triethylsiloxy)ethyl)phenol